5-(3-methoxyphenyl)-3-methylpentanoic acid COC=1C=C(C=CC1)CCC(CC(=O)O)C